ClC=1C(=NN2C1CN(CCC2)C=2C1=C(N=C(N2)SC)C[C@]2(CCC3=C(C=CC=C23)Cl)OC1)C=O 3-chloro-5-[(7S)-4'-chloro-2-methylsulfanyl-spiro[5,8-dihydropyrano[4,3-d]pyrimidine-7,1'-indane]-4-yl]-4,6,7,8-tetrahydropyrazolo[1,5-a][1,4]diazepine-2-carbaldehyde